3-([2-(4-Methoxy-benzylsulfanyl)-ethyl]-{[2-(4-methoxy-benzylsulfanyl)-ethylcarbamoyl]-methyl}-amino)-propionamide COC1=CC=C(CSCCN(CCC(=O)N)CC(NCCSCC2=CC=C(C=C2)OC)=O)C=C1